OC=1C(=CC2=C(OCO2)C1)N1N=C2C(=N1)C=CC(=C2)CCC(=O)OCCOC(C(=C)C)=O 2-[3-{2-(6-hydroxybenzo[1,3]dioxole-5-yl)-2H-benzotriazole-5-yl}propanoyloxy]ethylmethacrylate